(morpholino)methane O1CCN(CC1)C